2-(2-chlorophenyl)-N-(4-((piperidin-4-yloxy)methyl)-3-sulfamylphenyl)acetamide ClC1=C(C=CC=C1)CC(=O)NC1=CC(=C(C=C1)COC1CCNCC1)S(N)(=O)=O